4-[(3-chloro-4-fluoro-phenyl)amino]-6-(trans-4-amino-cyclohex-1-yloxy)-7-methoxy-quinazoline ClC=1C=C(C=CC1F)NC1=NC=NC2=CC(=C(C=C12)O[C@@H]1CC[C@H](CC1)N)OC